C1=CC=CC=2C3=CC=CC=C3C(C12)COC(=O)N([C@H](C(=O)OC(C)(C)C)CC(C(F)(F)F)C(F)(F)F)C tert-butyl (2S)-2-[[(9H-fluoren-9-ylmethoxy)carbonyl](methyl) amino]-5,5,5-trifluoro-4-(trifluoromethyl)pentanoate